CC(C)CCCCCCCCCCC(=O)SCCNC(=O)CCNC(=O)[C@@H](C(C)(C)COP(=O)(O)OP(=O)(O)OC[C@@H]1[C@H]([C@H]([C@@H](O1)N2C=NC3=C(N=CN=C32)N)O)OP(=O)(O)O)O The molecule is a long-chain fatty acyl-CoA that results from the formal condensation of the thiol group of coenzyme A with the carboxy group of isomyristic acid. It is a long-chain fatty acyl-CoA, a methyl-branched fatty acyl-CoA and an 11,12-saturated fatty acyl-CoA. It derives from an isomyristic acid. It is a conjugate acid of an isomyristoyl-CoA(4-).